2-fluoro-4-((1-(4-formyl-5-(pyridazin-4-yl)-1-((2-(trimethylsilyl)ethoxy)methyl)-1H-pyrazol-3-yl)-2-oxopyrrolidin-3-yl)methyl)benzonitrile FC1=C(C#N)C=CC(=C1)CC1C(N(CC1)C1=NN(C(=C1C=O)C1=CN=NC=C1)COCC[Si](C)(C)C)=O